7-Chloro-4-(2,6-dihydroxy-4-propylphenyl)-1-methylindolin-2-one ClC=1C=CC(=C2CC(N(C12)C)=O)C1=C(C=C(C=C1O)CCC)O